ClC=1C(=C(C=CC1)NC(=O)C1=CC(=CC=2NC(=NC21)CC(=O)N(C)C)NC(=O)C2=C(C=CC=C2)C(F)(F)F)C N-(3-chloro-2-methylphenyl)-2-[2-(dimethylamino)-2-oxoethyl]-6-({[2-(trifluoromethyl)phenyl]carbonyl}amino)-1H-benzoimidazole-4-carboxamide